3-isopropyl-1-methylquinoxalin-2(1H)-one C(C)(C)C=1C(N(C2=CC=CC=C2N1)C)=O